FC([Si](Cl)(Cl)C(F)(F)F)(C(C(C(C(C(C(C(C(F)(F)F)(F)F)(F)F)(F)F)(F)F)(F)F)(F)F)(F)F)F Perfluorooctyl-dimethyl-dichlorosilane